O=C1NC(CCC1N1C(C2=CC=C(C=C2C1=O)NCC(=O)O)=O)=O (2-(2,6-dioxopiperidin-3-yl)-1,3-dioxoisoindol-5-yl)glycine